2-(1-(4-Amino-3-(3-methoxyphenyl)-1H-pyrazolo[3,4-d]pyrimidin-1-yl)ethyl)-3-(3-fluorophenyl)-4H-chromen-4-one NC1=C2C(=NC=N1)N(N=C2C2=CC(=CC=C2)OC)C(C)C=2OC1=CC=CC=C1C(C2C2=CC(=CC=C2)F)=O